(R)-2-(5-fluoroisoindolin-2-yl)-3,6-dimethyl-8-(1-((3-oxo-2,3-dihydropyridazin-4-yl)amino)ethyl)quinazolin-4(3H)-one FC=1C=C2CN(CC2=CC1)C1=NC2=C(C=C(C=C2C(N1C)=O)C)[C@@H](C)NC=1C(NN=CC1)=O